3-(4,4,5,5-tetramethyl-1,3,2-dioxaborol-2-yl)-1H-pyrrole CC1(OB(OC1(C)C)C1=CNC=C1)C